3-(2,3,5,6-tetrafluorophenoxy)azetidine-1-carboxylic acid tert-butyl ester C(C)(C)(C)OC(=O)N1CC(C1)OC1=C(C(=CC(=C1F)F)F)F